C1[C@@H]2[C@H]([C@H]([C@@H](O2)N3C(=CC4=C(N=CN=C43)N)Cl)O)OP(=O)(O1)O The molecule is a nucleoside 3',5'-cyclic phosphate that is 7-deaza-cAMP substituted at position 8 by a chloro group. It is a N-glycosylpyrrolopyrimidine, a nucleoside 3',5'-cyclic phosphate, a ribonucleotide and an organochlorine compound. It derives from a tubercidin.